n-dodecyl maleate (n-dodecyl maleate) C(CCCCCCCCCCC)/C(/C(=O)O)=C/C(=O)O.C(\C=C/C(=O)O)(=O)OCCCCCCCCCCCC